P(=O)(O)(O)OP(=O)(O)O dihydrogenpyrophosphoric acid